FC1(CN(C1)C1=NC=2N(C=C1)N=CC2C(=O)O)F 5-(3,3-Difluoroazetidin-1-yl)pyrazolo[1,5-a]pyrimidine-3-carboxylic acid